O=C1N(CC2=CC(=CC=C12)OC1CC2(C1)CCN(CC2)CC2CCNCC2)C2C(NC(CC2)=O)=O 3-(1-oxo-5-[[7-(piperidin-4-ylmethyl)-7-azaspiro[3.5]nonan-2-yl]oxy]-3H-isoindol-2-yl)piperidine-2,6-dione